CC1=NNC(C1C)=O 3,4-Dimethyl-5-pyrazolone